methyl 4-((5,5-dimethyl-2,4-dioxo-3-phenylimidazolidin-1-yl)methyl)-3-fluorobenzoate CC1(C(N(C(N1CC1=C(C=C(C(=O)OC)C=C1)F)=O)C1=CC=CC=C1)=O)C